argon imino(4-methoxyphenyl)methyl-λ6-sulfanone N=S(=O)CC1=CC=C(C=C1)OC.[Ar]